4-Amino-1-(4-bromophenyl)-2-oxo-7-(trifluoromethyl)-1,2-dihydroquinoline-3-carboxylic acid methyl ester COC(=O)C=1C(N(C2=CC(=CC=C2C1N)C(F)(F)F)C1=CC=C(C=C1)Br)=O